sodium 1,4-bis(2-ethylhexyloxy)-1,4-dioxobutane-2-sulfonate C(C)C(COC(C(CC(=O)OCC(CCCC)CC)S(=O)(=O)[O-])=O)CCCC.[Na+]